6-(aminomethyl)-4-oxaspiro[2.4]heptan-6-ol NCC1(COC2(CC2)C1)O